C1(=CC=CC=2SC3=C(C21)C=CC=C3)C=3C(=C(C=CC3)C3=CC=CC=C3)C3=NN=NC(=C3C3=C(C(=CC=2C1=CC=CC=C1CC32)C)C)C3=CC=CC=C3 (dibenzothiophenyl)[Phenyl(dimethylfluorenyl)triazinyl]biphenyl